ClC1=C(C=CC=C1C1=C(C(=NC=C1)C1=CC(=C(C=C1)C=O)OC)Cl)NC(=O)C=1N(C2=C(CN(CC2)CC2=CC=C(C=C2)F)N1)C N-(2-chloro-3-(3-chloro-2-(4-formyl-3-methoxyphenyl)pyridin-4-yl)phenyl)-5-(4-fluorobenzyl)-1-methyl-4,5,6,7-tetrahydro-1H-imidazo[4,5-c]pyridine-2-carboxamide